O[C@@H](CNC(C)C)C1=CC=C(C=C1)NS(=O)(=O)C |r| (RS)-N-{4-[1-hydroxy-2-(propan-2-ylamino)ethyl]phenyl}methanesulfonamide